FC1=C(C=2SC(=CC2S1)C(=O)O)F 5,6-Difluorothieno[3,2-b]thiophene-2-carboxylic acid